C1(CC1)CN1C(NC2=NN(C(C(=C21)C2=CC=C(C=C2)C2CC2)=O)C2=CC1=CN(N=C1C=C2)C)=O 5-(cyclopropylmethyl)-4-(4-cyclopropylphenyl)-2-(2-methyl-2H-indazol-5-yl)-2,7-dihydro-3H-imidazo[4,5-c]pyridazine-3,6(5H)-dione